COC=1C=CC(=NC1)C(NC(NC1=NC=C(C=C1)OC1CCOCC1)=S)=N 5-Methoxy-N-((5-((tetrahydro-2H-pyran-4-yl)oxy)pyridin-2-yl)carbamothioyl)picolinimidamide